2-(6,7-Dihydro-4H-pyrazolo[5,1-c][1,4]oxazin-3-yl)-8-[(1S)-1-hydroxyethyl]-3,6-dimethyl-chromen-4-one N1=CC(=C2COCCN21)C=2OC1=C(C=C(C=C1C(C2C)=O)C)[C@H](C)O